7-((1-(tert-butyl)-3-((1S,3R)-3-((tert-butyldimethylsilyl)oxy)cyclopentyl)-1H-pyrazol-5-yl)amino)-2-(4-methoxybenzyl)-3,4-dihydro-2H-benzo[b][1,4,5]oxathiazepine C(C)(C)(C)N1N=C(C=C1NC=1C=CC2=C(OCCN(S2)CC2=CC=C(C=C2)OC)C1)[C@@H]1C[C@@H](CC1)O[Si](C)(C)C(C)(C)C